2-(2-chloro-6-fluorophenyl)-2-methyl-4-trimethylsiloxy-5-amino-3(2H)-furanone ClC1=C(C(=CC=C1)F)C1(OC(=C(C1=O)O[Si](C)(C)C)N)C